4-[5-(1-ethyl-3-methyl-1H-pyrazol-5-yl)-4H-1,2,4-triazol-3-yl]-1-[4-(piperidin-4-yl)butyl]-1H-indazole-6-carboxamide C(C)N1N=C(C=C1C=1NC(=NN1)C1=C2C=NN(C2=CC(=C1)C(=O)N)CCCCC1CCNCC1)C